5-(tert-butyldimethylsilyloxy)-1H-indole [Si](C)(C)(C(C)(C)C)OC=1C=C2C=CNC2=CC1